[3,3-Difluoro-1-(5-fluoro-2-pyridinyl)cyclobutyl]methanol FC1(CC(C1)(C1=NC=C(C=C1)F)CO)F